O1C(OCC1)C1=C(C=CC=C1OCC1=CC=C(C=C1)OC)CCC=1C(=NC(=NC1)NC)NC=1N=CC2=C(C=CC(=C2C1)C(C)C)N1CC(C1)CS(=O)(=O)C {2-[2-(1,3-dioxolan-2-yl)-3-[(4-methoxyphenyl)methoxy]phenyl]ethyl}-N4-{5-isopropyl-8-[3-(methanesulfonylmethyl)azetidin-1-yl]isoquinolin-3-yl}-N2-methylpyrimidine-2,4-diamine